tyrosinic acid N[C@@H](CC1=CC=C(C=C1)O)C(=O)O